tert-butyl (1R,5S)-3-(4-bromo-7-(((2R,7aS)-2-fluorotetrahydro-1H-pyrrolizin-7a(5H)-yl)methoxy)-3-methyl-3H-imidazo[4,5-f]quinazolin-9-yl)-3,8-diazabicyclo[3.2.1]octane-8-carboxylate BrC1=C2C(=C3C(=NC(=NC3=C1)OC[C@]13CCCN3C[C@@H](C1)F)N1C[C@H]3CC[C@@H](C1)N3C(=O)OC(C)(C)C)N=CN2C